COC1=CC=C(C=C1)CCC(C)NC(=O)NC1=CC=CC=C1 1-(4-(4-methoxyphenyl)butan-2-yl)-3-phenylurea